C1(CCCC1)N1[C@@H](C(N(C=2C=NC(=NC12)NC1=C(C=C(C(=O)NCCCCCCCCO)C=C1)OC)C)=O)CC 4-[[(7R)-8-cyclopentyl-7-ethyl-5-methyl-6-oxo-7H-pteridin-2-yl]amino]-N-(8-hydroxyoctyl)-3-methoxy-benzamide